(S)-2-(4-(4-fluoropyrazolo[1,5-a]pyridin-2-yl)-1,4,6,7-tetrahydro-5H-imidazo[4,5-c]pyridin-5-yl)-5-(pyrimidin-4-yl)-1,3,4-oxadiazole FC=1C=2N(C=CC1)N=C(C2)[C@H]2N(CCC1=C2N=CN1)C=1OC(=NN1)C1=NC=NC=C1